C(CCCCCCCCC)C(O)C(O)CO decyl-glycerol